FC(C1=CC=C(C(=N1)OC)[C@@H]1[C@H](O[C@@]([C@H]1C)(C(F)(F)F)C)C(=O)NC1=CC(=NC=C1)C(=O)N)F (2S,3R,4S,5S)-4-[[3-[6-(difluoromethyl)-2-methoxy-3-pyridinyl]-4,5-dimethyl-5-(trifluoromethyl)tetrahydrofuran-2-carbonyl]amino]pyridine-2-carboxamide